C(C)OC(=O)C1=COC2=C1C=C(C=C2OCC2=CC=NC=C2)Br 5-bromo-7-(pyridin-4-ylmethoxy)benzofuran-3-carboxylic acid ethyl ester